C(C)(C)(C)OC(=O)N[C@H](C(=O)O)C1CCOCC1 (S)-2-((tert-butyloxycarbonyl)amino)-2-(tetrahydro-2H-pyran-4-yl)acetic acid